(tert-butoxycarbonyl)-L-alanine cyclohexyl ester C1(CCCCC1)OC([C@@H](NC(=O)OC(C)(C)C)C)=O